potassium propanolate C(CC)[O-].[K+]